6-(2,5-dihydroxy-4-methoxybenzylamino)-3-glucopyranosylpurine OC1=C(CNC2=C3N=CN=C3N(C=N2)C2[C@H](O)[C@@H](O)[C@H](O)[C@H](O2)CO)C=C(C(=C1)OC)O